bis(cyclopentadienyl)bis[2,6-difluoro-3-(N-(3-ethylheptyl)-2,2-dimethylbutanoylamino)phenyl]titanium C1(C=CC=C1)[Ti](C1=C(C(=CC=C1F)N(CCC(CCCC)CC)C(C(CC)(C)C)=O)F)(C1=C(C(=CC=C1F)N(CCC(CCCC)CC)C(C(CC)(C)C)=O)F)C1C=CC=C1